(4-bromo-2,5-difluorobenzyl)(cyclopropyl)carbamic acid tert-butyl ester C(C)(C)(C)OC(N(C1CC1)CC1=C(C=C(C(=C1)F)Br)F)=O